FC=1C(=NC(=NC1)N[C@@H]1CC[C@H](CC1)NC1CCOCC1)C=1C=C(C2=C(N(C(=N2)C)C(C)C)C1)F trans-N1-(5-fluoro-4-(4-fluoro-1-isopropyl-2-methyl-1H-benzo[d]imidazol-6-yl)pyrimidin-2-yl)-N4-(tetrahydro-2H-pyran-4-yl)cyclohexane-1,4-diamine